(3S)-2-oxopyridine O=C1NC=CC=C1